2-methylpyrimidin-5-ol CC1=NC=C(C=N1)O